BrC1=CC=C2COC3(C2=C1)CC3 6'-bromo-3'H-spiro[cyclopropane-1,1'-isobenzofuran]